trans-(3-benzyloxycyclobutyl)methanol C(C1=CC=CC=C1)O[C@@H]1C[C@H](C1)CO